2-fluoro-6-[(2-bromobenzyl)amino]-9-(tetrahydrofuran-2-yl)-9H-purine FC1=NC(=C2N=CN(C2=N1)C1OCCC1)NCC1=C(C=CC=C1)Br